Benzyl 4-(3-((4-((tert-butoxycarbonyl)amino)piperidin-1-yl)sulfonyl)phenoxy)piperidine-1-carboxylate C(C)(C)(C)OC(=O)NC1CCN(CC1)S(=O)(=O)C=1C=C(OC2CCN(CC2)C(=O)OCC2=CC=CC=C2)C=CC1